(1S)-2-[4-(1,3-benzoxazol-2-yl)-5-hydroxy-1-methyl-6-oxopyrimidin-2-yl]-1-(2-fluorophenyl)-N-(2-hydroxyethyl)-N-methyl-3,4-dihydro-1H-isoquinoline-7-carboxamide O1C(=NC2=C1C=CC=C2)C=2N=C(N(C(C2O)=O)C)N2[C@@H](C1=CC(=CC=C1CC2)C(=O)N(C)CCO)C2=C(C=CC=C2)F